C(C)OC(=O)C=1N=COC1C1CCOCC1.Cl.NCC(=O)C1CCOCC1 2-amino-1-(oxan-4-yl)ethan-1-one hydrogen chloride Ethyl-5-(oxan-4-yl)-1,3-oxazole-4-carboxylate